ClC=1C(=C(OC2CCC(CC2)NC(=O)C2=CC=C(N=N2)N2CCC(CC2)CCCCCC(=O)OCC)C=CC1[N+]#[C-])C ethyl 6-(1-(6-(((1r,4r)-4-(3-chloro-4-isocyano-2-methylphenoxy)cyclohexyl) carbamoyl)pyridazin-3-yl)piperidin-4-yl)hexanoate